C(C1=CC=CC=C1)N(CCC1=CNC=2C=C(C=C(C12)O)F)CC 3-(2-(benzyl(ethyl)amino)ethyl)-6-fluoro-1H-indol-4-ol